(1s,4s)-4-(3-bromo-2-methylphenoxy)cyclohexan-1-ol BrC=1C(=C(OC2CCC(CC2)O)C=CC1)C